NC1=C(C2=CN(N=C2C(=C1)Br)CC(F)(F)F)C(=O)O 5-amino-7-bromo-2-(2,2,2-trifluoroethyl)indazole-4-carboxylic acid